6-((tetrahydro-2H-pyran-4-yl)amino)pyrimidine-4-carboxylic acid O1CCC(CC1)NC1=CC(=NC=N1)C(=O)O